NC1=NC=C(C=C1O[C@H](C)C=1C=C(C=CC1)NC(C1=CC(=C(C=C1)F)C)=O)Cl (R)-N-(3-(1-((2-amino-5-chloropyridin-3-yl)oxy)ethyl)-phenyl)-4-fluoro-3-methylbenzamide